((2-(((S)-3,3-dimethyl-1-oxo-1-((S)-2-((R)-2-phenylmorpholine-4-carbonyl)azepan-1-yl)butan-2-yl)carbamoyl)benzo[b]thiophen-5-yl)difluoromethyl)phosphonic acid CC([C@@H](C(N1[C@@H](CCCCC1)C(=O)N1C[C@H](OCC1)C1=CC=CC=C1)=O)NC(=O)C1=CC2=C(S1)C=CC(=C2)C(F)(F)P(O)(O)=O)(C)C